tris[4-[1,1-dimethylethyl]phenyl]-sulfonium CC(C)(C)C1=CC=C(C=C1)[S+](C1=CC=C(C=C1)C(C)(C)C)C1=CC=C(C=C1)C(C)(C)C